O1CCN(CC1)C12CC(C1)(C2)C(=O)O 3-morpholinobicyclo[1.1.1]pentane-1-carboxylic acid